ClC1=CC(=CC(=N1)CO)C(F)(F)F (6-Chloro-4-(trifluoromethyl)pyridin-2-yl)methanol